C(#N)C1(CN(CCC1)C(=O)OC(C)(C)C)S(=O)(=O)C tert-Butyl 3-Cyano-3-methylsulfonyl-piperidine-1-carboxylate